OC(CC1CCC=2C=3C1=C1C(=NC3C=C(C2C)F)C2=CC3=C(C(N2C1)=O)COC([C@]3(O)CC)=O)CO (9S)-1-(2,3-Dihydroxypropyl)-9-ethyl-5-fluoro-9-hydroxy-4-methyl-1,2,3,9,12,15-hexahydro-10H,13H-benzo[de]pyrano[3',4':6,7]indolizino[1,2-b]quinoline-10,13-dione